CCCCCCCCCCCCCCCCCC(=O)OC[C@H](COP(=O)(O)OP(=O)(O)OC[C@@H]1[C@H]([C@H]([C@@H](O1)N2C=CC(=NC2=O)N)O)O)OC(=O)CC/C=C\\C/C=C\\C/C=C\\C/C=C\\C/C=C\\C/C=C\\CC The molecule is a CDP-diacylglycerol in which the phosphatidyl acyl groups at positions 1 and 2 are specified as stearoyl and (4Z,7Z,10Z,13Z,16Z,19Z)-docosahexaenoyl respectively. It derives from an octadecanoic acid and an all-cis-docosa-4,7,10,13,16,19-hexaenoic acid. It is a conjugate acid of a CDP-1-stearoyl-2-(4Z,7Z,10Z,13Z,16Z,19Z)-docosahexaenoyl-sn-glycerol(2-).